(R)-1-(2,5-difluoropyridin-3-yl)ethyl (4-(3-fluoro-5-(3-fluorobicyclo[1.1.1]pentane-1-carboxamido)pyridin-2-yl)-1-methyl-1H-pyrazol-5-yl)carbamate FC=1C(=NC=C(C1)NC(=O)C12CC(C1)(C2)F)C=2C=NN(C2NC(O[C@H](C)C=2C(=NC=C(C2)F)F)=O)C